FC(C=1C=C(COC2=CC=C(C=C2)NC(=O)N2CCN(CC2)CCC2=CC=CC=C2)C=C(C1)C(F)(F)F)(F)F N-(4-((3,5-bis(trifluoromethyl)benzyl)oxy)phenyl)-4-phenethylpiperazine-1-carboxamide